1-octadecylazepane C(CCCCCCCCCCCCCCCCC)N1CCCCCC1